N-[3-amino-8-(4,4-difluoropiperidin-1-yl)-7-fluoroquinolin-6-yl]-2-{6-azaspiro[2.5]octan-6-yl}-4-(2-hydroxyethanesulfonamido)benzamide NC=1C=NC2=C(C(=C(C=C2C1)NC(C1=C(C=C(C=C1)NS(=O)(=O)CCO)N1CCC2(CC2)CC1)=O)F)N1CCC(CC1)(F)F